C(#N)C1=CC(=NC=C1)N1C=C(C2=C1N=CN=C2N2CCN(C1(CC1)C2)C(=O)OC(C)(C)C)C2=C(C=CC=C2)F tert-Butyl 7-(7-(4-cyanopyridin-2-yl)-5-(2-fluorophenyl)-7H-pyrrolo[2,3-d]pyrimidin-4-yl)-4,7-diazaspiro[2.5]octane-4-carboxylate